(+-)-2,2-dimethyltricyclo[6.2.1.01,6]undecan-7-one CC1(C23C(CCC1)C(C(CC2)C3)=O)C